NC1=C(OCCCOC2=C(C=C(C=C2)N)N)C=CC(=C1)N 1,3-bis-(2,4-diamino-phenoxy)-propane